(S) or (R)-4-((methylamino)methyl)-N'-((2,4,5,6-tetrahydro-1H-cyclobuta[f]inden-3-yl)carbamoyl)thiophene-2-sulfonimidamide CNCC=1C=C(SC1)[S@](=O)(N)=NC(NC1=C2C(=CC=3CCCC13)CC2)=O |o1:8|